NC=1C2=C(N(CN1)C1=C3C=CN=C(C3=CC=C1C)CC1=CC(=CC=C1)C(F)(F)F)C=CS2 4-Amino-N-(6-methyl-1-(3-(trifluoromethyl)benzyl)isoquinolin-5-yl)thieno[3,2-d]pyrimidine